2-[(4-methylphenyl)methylene]-heptanal CC1=CC=C(C=C1)C=C(C=O)CCCCC